The molecule is (4R)-Limonene hydroperoxide where the hydroperoxy group is located at position 2 of the limonene skeleton; one of the two main allergenic hydroperoxides formed by autoxidation of (4R)-limonene. It has a role as an allergen. CC1=CC[C@@H](CC1OO)C(=C)C